C=1N=CN2C1C1=CC=CC=C1C2C2CCC=1C=CC=NC1C2=O 7-(5H-imidazo[5,1-a]isoindol-5-yl)-6,7-dihydroquinolin-8(5H)-one